Tert-butyl 2-(4-(2,4-dimethoxybenzyl)-2-(2-isopropylphenyl)-6-oxopiperazin-1-yl)-7-azaspiro[3.5]Nonane-7-carboxylate COC1=C(CN2CC(N(C(C2)=O)C2CC3(C2)CCN(CC3)C(=O)OC(C)(C)C)C3=C(C=CC=C3)C(C)C)C=CC(=C1)OC